2-(1-(4-chloro-2-fluorophenyl)piperidine-4-carbonyl)hydrazine-1-thiocarboxamide ((di-tert-butoxyphosphoryl)oxy)methyl-(2-((chlorocarbonyl)(methyl)amino)ethyl)(methyl)carbamate C(C)(C)(C)OP(=O)(OC(C)(C)C)OCOC(N(C)CCN(C)C(=O)Cl)=O.ClC1=CC(=C(C=C1)N1CCC(CC1)C(=O)NNC(N)=S)F